N-(2-Phenylethyl)methacrylamid C1(=CC=CC=C1)CCNC(C(=C)C)=O